[N+](=O)([O-])C1=C(C(=O)OC)C=CC(=C1)B1OC(C(O1)(C)C)(C)C methyl 2-nitro-4-(4,4,5,5-tetramethyl-1,3,2-dioxaborolan-2-yl)benzoate